C(C)(C)(C)C=1C=C(C=O)C=C(C1)C(C)(C)C 3,5-bis(tert-butyl)benzaldehyde